Cl.S1C=C(C=C1)NCC 3-thienyl-ethylamine hydrochloride